4-(5-fluoro-2-nitrophenoxy)tetrahydro-2H-pyran FC=1C=CC(=C(OC2CCOCC2)C1)[N+](=O)[O-]